(5S,7R,8R,9S,10R)-7-(hydroxymethyl)-9-(4-(3,4,5-trifluorophenyl)-1H-1,2,3-triazol-1-yl)-1,6-dioxaspiro[4.5]decane-8,10-diol OC[C@H]1O[C@@]2(CCCO2)[C@@H]([C@H]([C@H]1O)N1N=NC(=C1)C1=CC(=C(C(=C1)F)F)F)O